4-((1-(4-(2-(2-Aminopyridin-3-yl)-5-(4-fluorophenyl)-3H-imidazo[4,5-b]pyridin-3-yl)benzyl)piperidin-4-yl-4-d)amino)pyrimidine-2-carbonitrile NC1=NC=CC=C1C1=NC=2C(=NC(=CC2)C2=CC=C(C=C2)F)N1C1=CC=C(CN2CCC(CC2)([2H])NC2=NC(=NC=C2)C#N)C=C1